ClC1=NC(=CC(=N1)N1CCC2(CCCC(N2C2=CC(=C(C=C2)F)F)=O)CC1)O[C@H]1COCC1 (R)-9-(2-chloro-6-((tetrahydrofuran-3-yl)oxy)pyrimidin-4-yl)-1-(3,4-difluorophenyl)-1,9-diazaspiro[5.5]undecan-2-one